NC1=NC(=C(C(=N1)N)C#N)N[C@@H](C)C1=CN(C2=C1C=NC=C2)C=2C=NC=CC2 (S)-2,4-diamino-6-((1-(1-(pyridin-3-yl)-1H-pyrrolo[3,2-c]pyridin-3-yl)ethyl)amino)pyrimidine-5-carbonitrile